4-Bromo-1-(methylsulfonyl)-1H-pyrrolo[2,3-c]pyridine BrC1=C2C(=CN=C1)N(C=C2)S(=O)(=O)C